monomethyl fumarate (fumarate) C(\C=C\C(=O)O)(=O)O.C(\C=C\C(=O)O)(=O)OC